N-(but-3-en-1-yl)-4-methyl-N-(4-methyl-2-(1-phenylethenyl)phenyl)benzenesulfonamide C(CC=C)N(S(=O)(=O)C1=CC=C(C=C1)C)C1=C(C=C(C=C1)C)C(=C)C1=CC=CC=C1